ClC=1C(=C(C=CC1)NC=1C(=NC(=CN1)C1CC1)C(=O)OC)OCC(F)(F)F Methyl 3-((3-Chloro-2-(2,2,2-trifluoroethoxy) phenyl) amino)-6-cyclopropylpyrazine-2-carboxylate